(3-chloro-4'-propyl-[1,1'-biphenyl]-4-yl)boronic acid ClC=1C=C(C=CC1B(O)O)C1=CC=C(C=C1)CCC